(2S,4r)-1-[(2S)-2-(4-cyclopropyl-triazol-1-yl)-3,3-dimethyl-butyryl]-4-hydroxy-N-(1-methyl-4-phenyl-4-piperidinyl)pyrrolidine-2-carboxamide C1(CC1)C=1N=NN(C1)[C@H](C(=O)N1[C@@H](C[C@H](C1)O)C(=O)NC1(CCN(CC1)C)C1=CC=CC=C1)C(C)(C)C